C(C1=CC=CC=C1)[N+]1=CC2=NC(=C(N=C2C=C1)N1CCN(CC1)C(=O)OC(C)(C)C)C tert-butyl 4-(6-benzyl-3-methyl-pyrido[3,4-b]pyrazin-6-ium-2-yl)piperazine-1-carboxylate